P(=O)(O)(O)OCCOC(C=C)=O acryloyloxyethyl dihydrogenphosphate